C(#N)C(C(C)C)(C)NC([C@H](C)OC1=C(C=C(C=C1)Cl)Cl)=O (S)-N-(1-cyano-1,2-dimethylpropyl)-2-(2,4-dichlorophenoxy)propionamide